N-(2-carbamoyl-4-chloro-6-methyl-phenyl)-2-(3-chloro-2-pyridyl)-5-(methoxymethyl)pyrazole-3-carboxamide C(N)(=O)C1=C(C(=CC(=C1)Cl)C)NC(=O)C=1N(N=C(C1)COC)C1=NC=CC=C1Cl